ClC1=C2CCCC3(CC=4N=C(N=C(C4CO3)N3CC[C@H](CCC3)C#N)S(=O)(=O)C)C2=C(C(=C1)NC(OC(C)(C)C)=O)F |o1:19| tert-butyl (5-chloro-4'-((S*)-4-cyanoazepan-1-yl)-8-fluoro-2'-(methylsulfonyl)-3,4,5',8'-tetrahydro-2H-spiro[naphthalene-1,7'-pyrano[4,3-d]pyrimidin]-7-yl)carbamate